6-chloro-N-(5-cyclopropyl-4-methoxy-pyrimidin-2-yl)-1H-indole-3-sulfonic acid amide ClC1=CC=C2C(=CNC2=C1)S(=O)(=O)NC1=NC=C(C(=N1)OC)C1CC1